FC(F)(F)SC1=CC=C(C=C1)N[C@@H]1CC[C@H](CC1)[SH2](C1=CC=C(C=C1)C=1C=CC=2N(C1)C(NN2)=O)=O 6-(4-{[trans-4-({4-[(trifluoromethyl)sulfanyl]phenyl}Amino)cyclohexyl]oxo-λ6-sulfanyl}phenyl)-2H,3H-[1,2,4]triazolo[4,3-a]pyridin-3-one